BrC=1C(=C(C=NC1)NCC=1C=C2N=CC=NC2=CC1Cl)O[C@H]1CNCC1 (R)-5-bromo-N-((7-chloroquinoxalin-6-yl)methyl)-4-(pyrrolidin-3-yloxy)pyridin-3-amine